N-(3-(dimethylamino)benzyl)-2-((2-(3-(dimethylamino)phenoxy)ethoxy)methyl)-N-(3-methoxybenzyl)pyridin-4-amine CN(C=1C=C(CN(C2=CC(=NC=C2)COCCOC2=CC(=CC=C2)N(C)C)CC2=CC(=CC=C2)OC)C=CC1)C